8-((4-(trifluoromethyl)phenyl)amino)-7,8,9,10-tetrahydro-5H-cyclohepta[b]naphthalene-5,11(6H)-dione FC(C1=CC=C(C=C1)NC1CCC2=C(C(C=3C=CC=CC3C2=O)=O)CC1)(F)F